C(#N)C=1C=C(C2=C(N(C(=N2)NC(CC2C(C(C2)(F)F)(F)F)=O)C2(CCC2)C)C1F)F N-(6-cyano-4,7-difluoro-1-(1-methylcyclobutyl)-1H-benzo[d]imidazol-2-yl)-2-(2,2,3,3-tetrafluorocyclobutyl)acetamide